3-(5-(((1r,2s)-2-methoxycyclohexyl)oxy)-1-oxoisoindolin-2-yl)piperidine-2,6-dione CO[C@@H]1[C@@H](CCCC1)OC=1C=C2CN(C(C2=CC1)=O)C1C(NC(CC1)=O)=O